2-[(Diphenylmethylene)amino]-4-fluoro-3-[3-(3,4,5,6-tetrahydro-2H-pyran-2-yloxy)propyl]pyridine C1(=CC=CC=C1)C(C1=CC=CC=C1)=NC1=NC=CC(=C1CCCOC1OCCCC1)F